N1C(=CC=2C1=CN=CC2)C(=O)OCC ethyl 1H-pyrrolo[2,3-c]pyridine-2-carboxylate